(2S)-2-amino-3-(4-(1-((3'-methoxy-[1,1'-biphenyl]-4-yl)methyl)-1H-pyrazol-4-yl)cyclohex-3-en-1-yl)propanoic acid hydrochloride Cl.N[C@H](C(=O)O)CC1CC=C(CC1)C=1C=NN(C1)CC1=CC=C(C=C1)C1=CC(=CC=C1)OC